NCCC[SiH2]CN 3-aminopropyl-Aminomethylsilane